C1(=CC=CC=C1)OP(=O)(OC1=CC=CC=C1)OC1=C(O)C=CC(=C1)C(C)(C)C1=CC=C(C=C1)O mono(diphenylphosphonooxy)bisphenol a